C(C1=CC=CC=C1)OC1=C(C=C(C=C1)CC#N)OC([2H])([2H])[2H] (4-(Benzyloxy)-3-(methoxy-d3)phenyl)acetonitrile